methyl 2-((4-(2-(2,6-dioxopiperidin-3-yl)-1-oxoisoindolin-5-yl)piperidin-1-yl)methyl)oxazole-4-carboxylate O=C1NC(CCC1N1C(C2=CC=C(C=C2C1)C1CCN(CC1)CC=1OC=C(N1)C(=O)OC)=O)=O